NCC1=CC=C(C=C1)NC(=O)C1=CC2=C(OCCC3=C2SC=C3)C=C1C=1C(=NC(=CC1)C(N[C@@H]1[C@H]3CC[C@@H](C1)C3)=O)C(=O)OC methyl 3-(9-((4-(aminomethyl)phenyl)carbamoyl)-4,5-dihydrobenzo[b]thieno[2,3-d]oxepin-8-yl)-6-(((1S,2S,4R)-bicyclo[2.2.1]heptan-2-yl)carbamoyl)picolinate